C(C)C(C(N(C)C)C1=CSC=C1)(CC)N 2-Ethyl-N1,N1-dimethyl-1-(thiophen-3-yl)butane-1,2-diamine